4,4'-Isopropyliden-bis(2-tert-Butylphenol) C(C)(C)(C1=CC(=C(C=C1)O)C(C)(C)C)C1=CC(=C(C=C1)O)C(C)(C)C